C(C)(=O)[O-].C(CCCCCCC)[N+]1(CCCC1)CCCC 1-Octyl-1-butylpyrrolidinium acetat